CN(CCC1=CN(C2=CC=CC=C12)C(=O)OCCC)C propyl 3-[2-(dimethylamino)-ethyl]indole-1-carboxylate